N-(4-fluoro-3-methylphenyl)-5-(2-((2-hydroxy-2-(thiophen-2-yl)propyl)amino)-2-oxoacetyl)-1,2,4-trimethyl-1H-pyrrole-3-carboxamide FC1=C(C=C(C=C1)NC(=O)C1=C(N(C(=C1C)C(C(=O)NCC(C)(C=1SC=CC1)O)=O)C)C)C